N1C(=NC=C1)NC(=O)NC(C1=C(C=C(C=C1)Cl)Cl)=O N-((1H-imidazol-2-yl)carbamoyl)-2,4-dichlorobenzamide